OCCN(C1CCCCC1)CCO N,N-bis(2-hydroxyethyl)-N-cyclohexylamine